C1(CC1)C=1N=NN(C1)[C@H](C(=O)N1[C@@H](C[C@H](C1)O)C(=O)NC1CCC(CC1)(O)C1=CC(=CC=C1)F)C(C)(C)C (2S,4r)-1-[(2S)-2-(4-cyclopropyl-triazol-1-yl)-3,3-dimethyl-butyryl]-N-[4-(3-fluorophenyl)-4-hydroxy-cyclohexyl]-4-hydroxy-pyrrolidine-2-carboxamide